C(C)(C)(C)C=1C=C(C=C(C1O)SC1=CC(=CC(=C1O)C(C)(C)C)C)C 6,6'-di-tert.-butyl-2,2'-thiodi-p-cresol